FC(C1=CC=C(C=C1)C1=NC=2C(CCCC2C=C1)O)(F)F 2-(4-(Trifluoromethyl)phenyl)-5,6,7,8-tetrahydroquinolin-8-ol